ClC=1C(NN=CC1N1CC=2N(CC1)C(=CN2)C(OC)C2=C(C=C(C=C2)F)C)=O 4-Chloro-5-(3-((4-fluoro-2-methylphenyl)(methoxy)methyl)-5,6-dihydroimidazo[1,2-a]pyrazin-7(8H)-yl)pyridazin-3(2H)-one